C(C#CC)N1N=C(C2=CC=CC=C12)C(=O)NC=1C=C(C(=O)NC2=C(C=C(C=C2)F)CC(=O)O)C=CC1N1CCCCC1 2-(2-(3-(1-(but-2-yn-1-yl)-1H-indazole-3-carboxamido)-4-(piperidin-1-yl)benzamido)-5-fluorophenyl)acetic acid